3,3-difluorocyclobutyl (4-cyclobutyl-3-(3,3-dimethylcyclobutyl)-1-methyl-1H-pyrazol-5-yl)carbamate C1(CCC1)C=1C(=NN(C1NC(OC1CC(C1)(F)F)=O)C)C1CC(C1)(C)C